epoxyoleate CCCCCCCC/C=C\CCCCCCCC(=O)OOOC(=O)CCCCCCC/C=C\CCCCCCCC